4-(benzyloxy)-6-((2R,3S,4S,5R)-3-(3,4-difluoro-2-methoxyphenyl)-4,5-dimethyl-5-(trifluoromethyl)tetrahydrofuran-2-yl)-N-((3S,4S)-3-fluoropiperidin-4-yl)-2-methylpyridin-3-amine C(C1=CC=CC=C1)OC1=C(C(=NC(=C1)[C@@H]1O[C@]([C@H]([C@H]1C1=C(C(=C(C=C1)F)F)OC)C)(C(F)(F)F)C)C)N[C@@H]1[C@H](CNCC1)F